C(C)(C)(C)C1=CC2=C(OP(OC3=C2C=C(C=C3C(C)(C)C)C(C)(C)C)OCCN(CCOP3OC2=C(C4=C(O3)C(=CC(=C4)C(C)(C)C)C(C)(C)C)C=C(C=C2C(C)(C)C)C(C)(C)C)CCOP2OC4=C(C3=C(O2)C(=CC(=C3)C(C)(C)C)C(C)(C)C)C=C(C=C4C(C)(C)C)C(C)(C)C)C(=C1)C(C)(C)C 2-[{2,4,8,10-tetra-t-butyldibenz[d,f][1,3,2]-dioxaphosphepin-6-yl}oxy]-N,N-bis[2-[{2,4,8,10-tetra-t-butyldibenz[d,f][1,3,2]-dioxaphosphepin-6-yl}oxy]ethyl]ethanamine